NCC1=CC=C(C=C1)NC(=O)C1=CC2=C(OCCC3=C2SC=C3)C=C1C=1C(=NC(=CC1)C(NC1=C(C(=CC=C1)Cl)F)=O)C(=O)OC methyl 3-(9-((4-(aminomethyl)phenyl)carbamoyl)-4,5-dihydrobenzo[b]thieno[2,3-d]oxepin-8-yl)-6-((3-chloro-2-fluorophenyl)carbamoyl)picolinate